2-(chloromethyl)pyrido[3,4-d]pyrimidin-4(3H)-one ClCC=1NC(C2=C(N1)C=NC=C2)=O